(3R)-8-(2-tert-butylpyrimidin-5-yl)-6-imino-3-methyl-2H,3H,4H,6H-pyrimido[2,1-b][1,3]thiazine-7-carbonitrile C(C)(C)(C)C1=NC=C(C=N1)C=1N=C2SC[C@@H](CN2C(C1C#N)=N)C